C1(CC1)S(=O)(=O)NC1=CC(=NC=C1)C(CCN(C)C)C=1N=C(SC1C1=NC(=CN=C1)OCC)C(=O)N [1-(4-cyclopropanesulfonamidopyridin-2-yl)-3-(dimethylamino)propyl]-5-(6-ethoxypyrazin-2-yl)-1,3-thiazole-2-carboxamide